6-(4-Chlorophenyl)-N-[(1-hydroxycyclopropyl)methyl]-3-oxo-2-(pyridin-3-yl)-2,3-dihydropyridazine-4-carboxamide ClC1=CC=C(C=C1)C=1C=C(C(N(N1)C=1C=NC=CC1)=O)C(=O)NCC1(CC1)O